(R)-4-(2-Amino-4-((1-hydroxy-2-methylhexan-2-yl)amino)quinazolin-7-yl)-5-((butyl(methyl)amino)methyl)-1-methylpyridin-2(1H)-one NC1=NC2=CC(=CC=C2C(=N1)N[C@@](CO)(CCCC)C)C1=CC(N(C=C1CN(C)CCCC)C)=O